2-methoxy-5-(1-methyl-1H-pyrazol-4-yl)-4-morpholinanilide COC1CN(C(CO1)C=1C=NN(C1)C)C(=O)NC1=CC=CC=C1